14-hydroxyheptadecanoic acid OC(CCCCCCCCCCCCC(=O)O)CCC